FC([C@H]1N(C(OC1)=O)C=1N=C2N(CCOC3=C2C2=C(C(=C3)N[C@H](C(=O)N)C)CC2)C1)F (S)-2-((2-((S)-4-(Difluoromethyl)-2-oxooxazolidin-3-yl)-5,6,10,11-tetrahydrocyclobuta[5,6]benzo[1,2-f]imidazo[1,2-d][1,4]oxazepin-9-yl)amino)propionamide